C(C1=CC=CC=C1)OC1=CC=C(C=C1)C(CN(C(OC(C)(C)C)=O)[C@H](C)CCC)=O tert-Butyl (R)-(2-(4-(benzyloxy)phenyl)-2-oxoethyl)(pentan-2-yl)carbamate